CC(C)C[C@H](CCCC)O (S)-2-Methyloctan-4-ol